Triacontanedioic acid C(CCCCCCCCCCCCCCCCCCCCCCCCCCCCC(=O)O)(=O)O